ClC=1C(=NC(=NC1)NC1CCOCC1)C1=CC=C2CN(C(C2=C1)=O)CC(=O)N1C[C@@H](CCC1)O 6-{5-chloro-2-[(oxan-4-yl)amino]pyrimidin-4-yl}-2-{2-[(3R)-3-hydroxypiperidin-1-yl]-2-oxoethyl}-2,3-dihydro-1H-isoindol-1-one